(4-chloro-2-(tetrahydrofuran-2-yl)phenyl)methanol ClC1=CC(=C(C=C1)CO)C1OCCC1